potassium p-methylstyrenesulfonate CC1=CC=C(C=CS(=O)(=O)[O-])C=C1.[K+]